(2S,3R,4aS,7aR)-2-(4-(cyclopentylamino)phenyl)-N-(4-(dimethyl-amino)phenyl)-1-(2-fluoro-6-methylbenzoyl)octahydrofuro[3,4-b]pyridine-3-carboxamide C1(CCCC1)NC1=CC=C(C=C1)[C@@H]1[C@@H](C[C@H]2[C@@H](N1C(C1=C(C=CC=C1C)F)=O)COC2)C(=O)NC2=CC=C(C=C2)N(C)C